N1(CCNCC1)C1CCN(CC1)C1CN(C1)C(=O)OC(C)(C)C tert-Butyl 3-(4-(piperazin-1-yl)piperidin-1-yl)azetidine-1-carboxylate